FC1=CC=C(C=C1)[C@H]1OC[C@@H]([C@@H]1CO)CC1=CC=C(C=C1)OC ((2S,3R,4R)-2-(4-fluorophenyl)-4-(4-methoxybenzyl)tetrahydrofuran-3-yl)-methanol